5-amino-6-chloroisoindoline-1,3-dione NC=1C=C2C(NC(C2=CC1Cl)=O)=O